P(=O)(ON)(ON)[O-] diamino Phosphate